C(=C)C(C(=O)O)Cl.ClCC(=O)OC=C vinyl chloroacetate (vinyl monochloroacetate)